CC/C=C/C=O PENTENAL